(E)-2-Nitromethyl-1-phenyl-3-(2-(trifluoromethyl)phenyl)prop-2-en-1-one [N+](=O)([O-])C/C(/C(=O)C1=CC=CC=C1)=C\C1=C(C=CC=C1)C(F)(F)F